COCCOCCOC1=C(C=O)C=CC=C1 (2-(2-methoxyethoxy)ethoxy)benzaldehyde